7-(bromomethyl)-2-methyl-2,5-dihydro-4H-pyrazolo[4,3-c]quinolin-4-one BrCC=1C=CC=2C=3C(C(NC2C1)=O)=CN(N3)C